CC(C)(C)OO 1,1-dimethyl-ethyl hydroperoxide